C1(CC1)C=1N(C(=NN1)S(=O)(=O)CCNC(=O)NC1C(CCCC1)C)C1=CC=CC=C1 1-(2-((5-cyclopropyl-4-phenyl-4H-1,2,4-triazol-3-yl)sulfonyl)ethyl)-3-(2-methyl-cyclohexyl)urea